N1-(9-ethyl-9H-carbazol-3-yl)-N2-(2-hydroxyethyl)phthalamide C(C)N1C2=CC=CC=C2C=2C=C(C=CC12)NC(C=1C(C(=O)NCCO)=CC=CC1)=O